N1(CCOCC1)CCOC1=CC=C(C=N1)N 6-(2-morpholinylethoxy)pyridin-3-amine